(S)-7-methyl-3-((R)-4-methylcyclohex-3-en-1-yl)oct-6-enal CC(=CCC[C@@H](CC=O)[C@H]1CC=C(CC1)C)C